C(#N)C=1C(=C2C(C(=NN(C2=CC1)C1=CC=C(C=C1)OC(F)(F)F)C(=O)O)=O)S(=O)(=O)C 6-cyano-5-methylsulfonyl-4-oxo-1-[4-(trifluoromethoxy)phenyl]cinnoline-3-carboxylic acid